9-Chlorohexadecafluoro-3-oxanonane ClC(C(C(C(C(C(OC(C(F)(F)F)(F)F)(F)F)(F)F)(F)F)(F)F)(F)F)F